Lead tantalate O=[Ta](=O)O[Pb]O[Ta](=O)=O